O1C(CC=C1)[Sn](CCCC)(CCCC)CCCC dihydrofuran-2-yl-tributyl-tin